C1(CC1)C1=CC(=NN1)NC(CC=1C=NN(C1)C1=NC=CC(=C1)N(C)C)=O N-(5-cyclopropyl-1H-pyrazol-3-yl)-2-{1-[4-(dimethylamino)pyridin-2-yl]pyrazol-4-yl}acetamide